COC(N[C@@H](CC)NC1=NC=CC(=N1)C=1C(=NN(C1)C(C)C)C1=C(C(=CC(=C1)Cl)NS(=O)(=O)C)F)=O (S)-methyl-1-(4-(3-(5-chloro-2-fluoro (methylsulfonamido)phenyl)-1-isopropyl-1H-pyrazol-4-yl)pyrimidin-2-ylamino)propanylcarbamate